C[Si](C)(C)C[Si](C)(C)N=[N+]=[N-] trimethylsilyl-(TMS) azide